C(C)C(COC1=C(OCCCN)C=CC=C1)CC 3-(2-ethylbutoxyphenoxy)propan-1-amine